N1CC(C1)=N Azetidine-3-imine